2-methylpropan-2-yl [({3-bromo-4-[(2-chloro-5-fluorophenyl)carbonyl]-5-({[3-fluoro-5-(trifluoromethyl)phenyl]carbonyl}amino)-2-methoxyphenyl}methyl)(2,2-difluoroethyl)amino]methanoate BrC=1C(=C(C=C(C1C(=O)C1=C(C=CC(=C1)F)Cl)NC(=O)C1=CC(=CC(=C1)C(F)(F)F)F)CN(CC(F)F)C(=O)OC(C)(C)C)OC